isopropylamine hydrochloride salt Cl.C(C)(C)N